NC1(CC1)CNC(N(C1=NC=C(N=C1)C=1C=NC(=NC1)OC)[C@@H]1CC[C@H](CC1)NC1=NC=C(C(=N1)C1=NN(C=C1)C(F)F)C(F)(F)F)=O 3-((1-aminocyclopropyl)-methyl)-1-(trans-4-((4-(1-(difluoromethyl)-1H-pyrazol-3-yl)-5-(trifluoromethyl)pyrimidin-2-yl)amino)cyclohexyl)-1-(5-(2-methoxypyrimidin-5-yl)pyrazin-2-yl)urea